(R)-4-((3-((tert-Butoxycarbonyl)amino)piperidin-1-yl)methyl)pyridine-2-carboxylic acid methyl ester COC(=O)C1=NC=CC(=C1)CN1C[C@@H](CCC1)NC(=O)OC(C)(C)C